1,3,5-tris-(3,5-di-tert-butyl-4-hydroxybenzyl)-s-triazine-2,4,6(1h,3h,5h)-trione C(C)(C)(C)C=1C=C(CN2C(N(C(N(C2=O)CC2=CC(=C(C(=C2)C(C)(C)C)O)C(C)(C)C)=O)CC2=CC(=C(C(=C2)C(C)(C)C)O)C(C)(C)C)=O)C=C(C1O)C(C)(C)C